1,2-dihydro-1,2-dihydroxynaphthalene OC1C(C=CC2=CC=CC=C12)O